ClC1=C(C=C2C=C(N=CC2=C1)NC(=O)[C@@H]1CC12CCOCC2)N2CCN(CC2)[C@]2(COC[C@H]2O)C (R)-N-(7-chloro-6-(4-((3S,4S)-4-hydroxy-3-methyltetrahydrofuran-3-yl)piperazin-1-yl)isoquinolin-3-yl)-6-oxaspiro[2.5]octane-1-carboxamide